FC1=NNC=C1C=1C=CC(=C(C1)O)C1=CN=C(N=N1)N1C[C@@H](NCC1)C(C)C 5-(3-fluoro-1H-pyrazol-4-yl)-2-{3-[(3S)-3-(propan-2-yl)piperazin-1-yl]-1,2,4-triazin-6-yl}phenol